ClCC1=CC=C(C=C1)C1OC1 2-[4-(chloromethyl)phenyl]oxirane